1-Methyl-2-(6-trifluoromethoxy-benzothiazol-2-ylamino)-1H-benzoimidazole-5-carboxylic acid (2,2,2-trifluoro-ethyl)-amide FC(CNC(=O)C1=CC2=C(N(C(=N2)NC=2SC3=C(N2)C=CC(=C3)OC(F)(F)F)C)C=C1)(F)F